tri(benzyl acetoacetate) iron [Fe+3].C(C1=CC=CC=C1)CC(CC(=O)[O-])=O.C(C1=CC=CC=C1)CC(CC(=O)[O-])=O.C(C1=CC=CC=C1)CC(CC(=O)[O-])=O